2''-(Difluoromethyl)-N-(6,7-dihydro-5H-thiazolo[4,5-f]indol-2-yl)-3-fluoro-5''-methoxy-2-oxo-2H-[1,2':4',4''-terpyridine]-5'-carboxamide FC(C1=NC=C(C(=C1)C1=CC(=NC=C1C(=O)NC=1SC=2C(=CC=3CCNC3C2)N1)N1C(C(=CC=C1)F)=O)OC)F